C(CC)P1(OP(OP(O1)(CCC)=O)(CCC)=O)=O 2,4,6-tripropyl-[1,3,5,2,4,6]trioxatriphosphinane 2,4,6-trioxide